2,6-di-n-pentylbenzoquinone C(CCCC)C=1C(C(=CC(C1)=O)CCCCC)=O